ClC1=CC=C2C(=CC(NC2=C1)=O)S(=O)(=O)NC=1C(=NC(=C(C1)F)OCC(F)F)OC 7-chloro-N-[6-(2,2-difluoroethoxy)-5-fluoro-2-methoxy-3-pyridyl]-2-keto-1H-quinoline-4-sulfonamide